4-bromo-isoxazole-3-carboxamide BrC=1C(=NOC1)C(=O)N